C(C(C)C)C/C(/C(=O)O)=C\C.CC(COC(\C(=C\C)\C)=O)C 2-methylpropyl-2-methylbut-2E-enoate (isobutyl tiglate)